[N+](=O)([O-])C(CCCCCCC=CC(=O)O)CCCCCCCC 10-nitro-9-trans-octadecenoic acid